BrC=1C=CC(=NC1)C(C)N 1-(5-bromopyridin-2-yl)ethylamine